C(CCCCCCCCCCCC)[N+](CC1=CC=CC=C1)(C)C N-tridecyl-N,N-dimethyl-N-benzyl-ammonium